N,N-Diethyl-3-((4'-(5-(trifluoromethyl)-1,2,4-oxadiazol-3-yl)-[2,2'-bipyridin]-5-yl)oxy)propan-1-amine C(C)N(CCCOC=1C=CC(=NC1)C1=NC=CC(=C1)C1=NOC(=N1)C(F)(F)F)CC